BrC=1C=C(C(=C(C(=O)N)C1)NC(C(C)C)C1CN(C1)C(=O)C1=CN=CC2=CC=CC=C12)[N+](=O)[O-] 5-bromo-2-((1-(1-(isoquinoline-4-carbonyl)azetidin-3-yl)-2-methylpropyl)amino)-3-nitrobenzamide